[(3-chloro-2-methoxyphenyl)amino]-2-(3-{[(2R)-3,3-dimethyl-1-(prop-2-enoyl)azetidin-2-yl]methoxy}pyridin-4-yl)-1H,5H,6H,7H-pyrrolo[3,2-c]pyridin-4-one ClC=1C(=C(C=CC1)NN1C(=CC=2C(NCCC21)=O)C2=C(C=NC=C2)OC[C@@H]2N(CC2(C)C)C(C=C)=O)OC